FC1(CN(CC[C@H]1NC1=NN2C(C(=N1)OC([2H])([2H])[2H])=C(C(=C2)F)C=2C=CC1=C(N(N=N1)CC(F)F)C2)C2COC2)F (R)-N-(3,3-difluoro-1-(oxetan-3-yl)piperidin-4-yl)-5-(1-(2,2-difluoroethyl)-1H-benzo[d][1,2,3]triazol-6-yl)-6-fluoro-4-(methoxy-d3)pyrrolo[2,1-f][1,2,4]triazin-2-amine